2-[3-(4-Chloro-2-hydroxy-6-methylphenyl)-7H-pyrrolo[2,3-c]pyridazin-7-yl]-N-methyl-N-(oxetan-3-yl)acetamide ClC1=CC(=C(C(=C1)C)C1=CC2=C(N=N1)N(C=C2)CC(=O)N(C2COC2)C)O